4-((S)-1-(2-chloro-4-fluorophenyl)ethoxy)-2-fluoro-N-((R,E)-4-(methylsulfonyl)but-3-en-2-yl)benzamide ClC1=C(C=CC(=C1)F)[C@H](C)OC1=CC(=C(C(=O)N[C@H](C)\C=C\S(=O)(=O)C)C=C1)F